O=N[C@@H](CCCCN)C(=O)O oxo-lysine